BrC=1C=C(C#N)C=CC1S(=O)(=O)N1C[C@]([C@H](C1)OC1=CC=C(C=C1)Cl)(CO)O 3-bromo-4-(((3R,4S)-4-(4-chlorophenoxy)-3-hydroxy-3-(hydroxymethyl)pyrrolidin-1-yl)sulfonyl)benzonitrile